CC(C)(CCCCCCC)C1=CC=C(C=C1)[C@H]1C[C@@H](CCC1)O (1R,3R)-3-[4-(2-methylnonan-2-yl)phenyl]cyclohexan-1-ol